(E)-3-benzylideneindol-2-one C(/C1=CC=CC=C1)=C/1\C(NC2=CC=CC=C12)=O